CN(CCC1=CC=C(C=C1)B1OC(C(O1)(C)C)(C)C)C N,N-dimethyl-2-[4-(4,4,5,5-tetramethyl-1,3,2-dioxaborolan-2-yl)phenyl]ethanamine